CS(=O)(=O)C=1C=C(CN2CC3=CC=C(C=C3C2)N2N=CC=C2)C=CC1OCC1CCN(CC1)S(=O)(=O)C 2-(3-(Methylsulfonyl)-4-((1-(methylsulfonyl)piperidin-4-yl)methoxy)benzyl)-5-(1H-pyrazol-1-yl)isoindoline